Trihydroxymethyl-propane tetraacrylate C(C=C)(=O)O.C(C=C)(=O)O.C(C=C)(=O)O.C(C=C)(=O)O.OC(O)(O)CCC